tert-butyl 1'-(4-bromophenyl)-4-fluoro-6-methoxy-2'-oxospiro[indoline-2,3'-pyrrolidine]-1-carboxylate BrC1=CC=C(C=C1)N1C(C2(CC1)N(C1=CC(=CC(=C1C2)F)OC)C(=O)OC(C)(C)C)=O